7-azabicyclo[2.2.1]hept-2-ene-7-carboxylic acid tert-butyl ester C(C)(C)(C)OC(=O)N1C2C=CC1CC2